ClC=1C=C(C(=O)O)C=CC1OC1C(NCC1)=O 3-chloro-4-((2-oxopyrrolidin-3-yl)oxy)benzoic acid